FC1(CCC(CC1)NC1=NC(=NC(=C1)C(C)C)C=1SC=C(N1)C)F N-(4,4-difluorocyclohexyl)-6-isopropyl-2-(4-methylthiazol-2-yl)pyrimidin-4-amine